[5-(3-Chlorophenyl)-1-[(4-methoxyphenyl)methyl]pyrazol-3-yl]methanol ClC=1C=C(C=CC1)C1=CC(=NN1CC1=CC=C(C=C1)OC)CO